C(C=C)C=1C=C(C(=C(C1)/C=C/C(=O)NCC(C)C)O)OC (E)-3-(5-allyl-2-hydroxy-3-methoxyphenyl)-N-isobutylacrylamide